N1(C=NC=C1)C1=CC(=NC(=C1)C1=CN=CS1)C(=O)NC1CCC(CC1)OCCOC 4-(1H-imidazol-1-yl)-N-((1r,4r)-4-(2-methoxyethoxy)cyclohexyl)-6-(thiazol-5-yl)pyridinecarboxamide